(3S)-3-cyclopropyl-1-[6-(3-methyl-1,2-oxazol-5-yl)pyrrolo[1,2-b]pyridazin-4-yl]-2-oxopyrrolidine-3-carbonitrile C1(CC1)[C@]1(C(N(CC1)C=1C=2N(N=CC1)C=C(C2)C2=CC(=NO2)C)=O)C#N